tert-butyl 9-(4-(2,6-dioxopiperidin-3-yl)phenyl)-3,9-diazaspiro[5.5]undecane-3-carboxylate O=C1NC(CCC1C1=CC=C(C=C1)N1CCC2(CCN(CC2)C(=O)OC(C)(C)C)CC1)=O